tert-butyl (S)-2-(4-(3-(4-methylpiperazin-1-yl)benzoyl)piperazin-1-carbonyl)pyrrolidin-1-carboxylate Tert-butyl-(S)-2-(piperazin-1-carbonyl)pyrrolidin-1-carboxylate C(C)(C)(C)OC(=O)N1[C@@H](CCC1)C(=O)N1CCNCC1.CN1CCN(CC1)C=1C=C(C(=O)N2CCN(CC2)C(=O)[C@H]2N(CCC2)C(=O)OC(C)(C)C)C=CC1